C(C)(C)(C)OC(=O)N(C)C[C@@H]1CN(CCO1)C(=O)OCC1=CC=CC=C1 4-Benzyl (2R)-2-[[tert-butoxycarbonyl(methyl)amino]methyl]morpholine-4-carboxylate